N1=NN(C2=NC=CC=C21)C2=CC(=C(C(=O)N([C@H]1CNCCC1)C1=NC=CC3=CC(=CC(=C13)C)C)C=C2)F (R)-4-(3H-[1,2,3]triazolo[4,5-b]pyridin-3-yl)-N-(6,8-dimethylisoquinolin-1-yl)-2-fluoro-N-(piperidin-3-yl)benzamide